ClC(=O)OCC1C2=CC=CC=C2C=2C=CC=CC12 9H-Fluoren-9-ylmethyl chloroformate